NC1=NC=C(C2=C1C(=C(S2)C2=C(C=C(C=C2)NC(C(=C)C)=O)C)C2=CC(=C(C=C2)OC2=NC=CC(=N2)C)F)C=2N=C1N(CCN(C1)C)C2 N-(4-(4-amino-3-(3-fluoro-4-((4-methylpyrimidin-2-yl)oxy)phenyl)-7-(7-methyl-5,6,7,8-tetrahydroimidazo[1,2-a]pyrazin-2-yl)thieno[3,2-c]pyridin-2-yl)-3-methylphenyl)methacrylamide